C(C)C1=C(C(=NN1)C(=O)NC=1SC(=CC1)C1CNCCO1)C 5-ethyl-4-methyl-N-(5-(morpholin-2-yl)thiophen-2-yl)-1H-pyrazole-3-carboxamide